butyl 2,4-dimethyl (2S)-4-hydroxypyrrolidine-1,2,4-tricarboxylate OC1(C[C@H](N(C1)C(=O)OCCCC)C(=O)OC)C(=O)OC